BENZAMIDOMETHYLBORONIC ACID C(C1=CC=CC=C1)(=O)NCB(O)O